C1(=CC=CC=C1)CC(=O)C1=CC=C(C=C1)C(F)(F)F 2-Phenyl-1-(4-(trifluoromethyl)phenyl)ethan-1-one